11-(bis(3-fluorophenyl)methyl)-4-hydroxy-8,9-dihydro-7h,11h-pyrazolo[1,2-a]pyridazino[1,6-d][1,2,4]triazine-3,5-dione FC=1C=C(C=CC1)C(C1N2N(C(C=3N1N=CC(C3O)=O)=O)CCC2)C2=CC(=CC=C2)F